(R)-5-(3-(3-fluorophenyl)-2-methyloctan-2-yl)benzene-1,3-diol FC=1C=C(C=CC1)[C@H](C(C)(C)C=1C=C(C=C(C1)O)O)CCCCC